2'-hydroxy-2-phenyl-acetophenone OC1=C(C=CC=C1)C(CC1=CC=CC=C1)=O